chloro-4-oxo-N-{rac-(1R,2S,4R,5S)-5-[4-(trifluoromethyl)benzamido]bicyclo[2.2.1]hept-2-yl}-3,4-dihydro-2H-1-benzopyran-2-carboxamide ClC1(OC2=C(C(C1)=O)C=CC=C2)C(=O)N[C@@H]2[C@H]1C[C@@H]([C@@H](C2)C1)NC(C1=CC=C(C=C1)C(F)(F)F)=O |r|